FC1=C(C=C(C=C1)F)[C@@H]1N(CCC1)C1=NC=2N(C=C1)N=CC2 5-((R)-2-(2,5-difluorophenyl)-pyrrolidin-1-yl)-pyrazolo[1,5-a]Pyrimidine